BrC1=CC2=C([N+](=C(N=[N+]2[O-])NCCC(=O)OC(C2=NC=CC=C2)C2=NC=CC=C2)[O-])C=C1 7-bromo-3-((3-(di(pyridin-2-yl)methoxy)-3-oxopropyl)amino)benzo[e][1,2,4]triazine-1,4-dioxide